S1C=NC2=C1C=C(C=C2)N(C2=N\C(\C(N2)=O)=C/C2=CC1=C(N=CS1)C=C2)CC2CC2 (Z)-2-(benzo[d]thiazol-6-yl-(cyclopropylmethyl)amino)-5-(benzo[d]thiazol-6-ylmethylene)-3,5-dihydro-4H-imidazol-4-one